FC1CN(C1)C1=C(SC=C1)C=O 3-(3-fluoroazetidin-1-yl)thiophene-2-carbaldehyde